CN1[C@H](C(=CCC1)C1=CC=2C(=NC=CC2NC=2C(=CC3=C(N=CS3)C2F)F)S1)C (S)-N-(2-(1,2-dimethyl-1,2,5,6-tetrahydropyridin-3-yl)thieno[2,3-b]pyridin-4-yl)-4,6-difluorobenzo[d]thiazol-5-amine